N,N'-Bis(3-aminopropyl)-1,4-diamino-butan NCCCNCCCCNCCCN